BrC1=CC=CC(=N1)C1=NN=C2N1C(CCC2)(C)C 3-(6-Bromopyridin-2-yl)-5,5-dimethyl-5,6,7,8-tetrahydro-[1,2,4]triazolo[4,3-a]pyridine